4-[(trans-4-aminocyclohexyl)amino]-N'-(2-chloro-5-fluorophenyl)-6-(6-methoxypyridin-3-yl)pyrrolo[1,2-b]pyridazine-3-carboximidamide N[C@@H]1CC[C@H](CC1)NC=1C=2N(N=CC1C(N)=NC1=C(C=CC(=C1)F)Cl)C=C(C2)C=2C=NC(=CC2)OC